ethyl (RS)-2-(4-(2,2-difluoro-7-azaspiro[3.5]nonan-6-yl)-1H-pyrazol-1-yl)acetate FC1(CC2(C1)C[C@@H](NCC2)C=2C=NN(C2)CC(=O)OCC)F |r|